(dodecylphenyl)-sulfonium C(CCCCCCCCCCC)C1=C(C=CC=C1)[SH2+]